chloro-2',6'-dimethyl-2,3,5,6-tetrahydrospiro[pyran-4,8'-pyrrolo[2,3-g]quinazoline]-7'(6'h)-one ClC1=NC(=NC2=CC3=C(C=C12)N(C(C31CCOCC1)=O)C)C